methyl 7-(3-hydroxyphenyl)quinoline-4-carboxylate OC=1C=C(C=CC1)C1=CC=C2C(=CC=NC2=C1)C(=O)OC